3-(benzyloxy)-6-chloro-2-methylpyridine C(C1=CC=CC=C1)OC=1C(=NC(=CC1)Cl)C